(4Z)-4-[3-(2,5-dichloro-4,6-dimethyl-1-oxopyridin-1-ium-3-yl)-2H-1,2,4-oxadiazol-5-ylidene]-2-hydroxy-6-nitrocyclohex-2,5-dien-1-one ClC1[N+](C(=C(C(=C1C=1NO\C(\N1)=C\1/C=C(C(C(=C1)[N+](=O)[O-])=O)O)C)Cl)C)=O